C(\C=C/C(=O)OCCCCCCCCC)(=O)OCCCCCCCCC di-nonyl maleate